tert-butyl 4-(4-(4-(cyanomethylthio)benzyloxy)phenyl)-1H-imidazole-1-carboxylate C(#N)CSC1=CC=C(COC2=CC=C(C=C2)C=2N=CN(C2)C(=O)OC(C)(C)C)C=C1